C1(CC1)C(=O)NC1=CC=C(C=C1)C1=NC(=NC=C1)NC1=CN=C(S1)C=1CCN(CC1)C(=O)OCC1=CC=CC=C1 Benzyl 4-(5-((4-(4-(cyclopropanecarboxamido)phenyl)pyrimidin-2-yl)amino)thiazol-2-yl)-3,6-dihydropyridine-1(2H)-carboxylate